ClC=1C=C2C=CN(C(C2=CC1)=O)[C@@H](C(=O)NC1=CC=C(C=C1)C1=NN(C=C1)CC)C (R)-2-(6-Chloro-1-oxoisoquinolin-2(1H)-yl)-N-(4-(1-ethyl-1H-pyrazol-3-yl)phenyl)propanamide